ClC1=C(C=NN1C)C1=NC=CC(=N1)NC=1N=CC2=C(C=CC(=C2C1)C(C)C)N1[C@@H]([C@H](C1)CS(=O)(=O)C)C N-(2-(5-chloro-1-methyl-1H-pyrazol-4-yl)pyrimidin-4-yl)-5-isopropyl-8-((2R,3S)-2-methyl-3-((methanesulfonyl)methyl)azetidin-1-yl)isoquinolin-3-amine